C(C)(=O)N1C2=C(OCC1)C=CC(=C2)C(CBr)=O 1-(4-acetyl-3,4-dihydro-2H-benzo[b][1,4]oxazin-6-yl)-2-bromoethan-1-one